N,N-diethyl-cyanamide C(C)N(C#N)CC